3-(5-(2,6-dimethylpiperidin-4-yl)-1-oxoisoindolin-2-yl)piperidine-2,6-dione CC1NC(CC(C1)C=1C=C2CN(C(C2=CC1)=O)C1C(NC(CC1)=O)=O)C